4,4'-methylenebis(N-sec-butylcyclohexanamine) C(C1CCC(CC1)NC(C)CC)C1CCC(CC1)NC(C)CC